N-((1,2,3,5,6,7-hexahydro-s-indacen-4-yl)carbamoyl)tetrahydro-2H-pyran-4-sulfonamide C1CCC2=C(C=3CCCC3C=C12)NC(=O)NS(=O)(=O)C1CCOCC1